4-chloro-6-(2,4-dimethoxypyrimidin-5-yl)pyridinecarbonitrile ClC1=CC(=NC(=C1)C=1C(=NC(=NC1)OC)OC)C#N